FC(CN1C=NC(=C1C=1C=CC=2N(N1)C(=CN2)C#N)C2=CC(=CC=C2)CO)F 6-(1-(2,2-difluoroethyl)-4-(3-(hydroxymethyl)phenyl)-1H-imidazol-5-yl)imidazo[1,2-b]pyridazine-3-carbonitrile